4-(4-fluorophenyl)-2-(methyl-(6-(piperazin-1-yl)quinolin-4-yl)amino)thiazole-5-carbonitrile hydrochloride Cl.FC1=CC=C(C=C1)C=1N=C(SC1C#N)N(C1=CC=NC2=CC=C(C=C12)N1CCNCC1)C